COC([C@H](CCCCNC(=O)OC(C)(C)C)N)=O (S)-2-amino-6-((tert-butoxycarbonyl)amino)hexanoic acid methyl ester